O1S(OCCOCCOCCOCC1)=O 1,3,6,9,12-pentaoxa-2-thiacyclotetradecane 2-oxide